1-(4-(4-AMINO-1-(1-METHYLAZETIDIN-3-YL)-1H-PYRAZOLO[3,4-D]PYRIMIDIN-3-YL)-2-FLUOROPHENYL)-3-(5-(1-(TRIFLUOROMETHYL)CYCLOPROPYL)ISOXAZOL-3-YL)UREA NC1=C2C(=NC=N1)N(N=C2C2=CC(=C(C=C2)NC(=O)NC2=NOC(=C2)C2(CC2)C(F)(F)F)F)C2CN(C2)C